C(C1CO1)OC1CC(NC(C1)(C)C)(C)C 4-(2,3-epoxypropoxy)-2,2,6,6-tetramethylpiperidine